C1(CC1)OC=1C=CC(=C(CN2N=C(N=N2)C2=CC=CC(=N2)[C@@](CS(=O)(=O)N)(C)O)C1)F |o1:21| (R or S)-2-(6-(2-(5-cyclopropoxy-2-fluorobenzyl)-2H-tetrazol-5-yl)pyridin-2-yl)-2-hydroxypropane-1-sulfonamide